F[C@@H]1[C@H]2CC[C@@H](C[C@@H]1N(C1=CN=C(N=N1)C=1C=C3C(C=C(OC3=CC1O)C)=O)C)N2 6-(6-{[(1r,2r,3s,5s)-2-fluoro-8-azabicyclo[3.2.1]oct-3-yl](methyl)amino}-1,2,4-triazin-3-yl)-7-hydroxy-2-methyl-4H-chromen-4-one